8-((4-(benzo[d][1,3]dioxol-5-yl(cyclopropylmethyl)amino)cyclohexyl)(methyl)amino)-5-methyl-6-oxo-5,6-dihydro-1,5-naphthyridine-2,7-dicarbonitrile O1COC2=C1C=CC(=C2)N(C2CCC(CC2)N(C2=C(C(N(C=1C=CC(=NC21)C#N)C)=O)C#N)C)CC2CC2